[Li].[Al].[Ge].[Al] aluminum germanium aluminum lithium